C(CCC)C(CC[Si](O[Si](C)(C)C)(O[Si](C)(C)C)O[Si](C)(C)C)=N n-butyl-3-(1,1,1,5,5,5-hexamethyl-3-((trimethylsilyl)oxy)trisiloxan-3-yl)propan-1-imine